Cl.FC=1C=C2CCC(C2=C(C1)F)N 5,7-difluoro-2,3-dihydro-1H-inden-1-amine HCl salt